N-(3,4-Dimethylphenyl)-6-morpholin-4-yl-N1-naphthalen-1-yl-[1,3,5]triazine-2,4-diamine CC=1C=C(C=CC1C)NC1N(C(=NC(=N1)N)N1CCOCC1)C1=CC=CC2=CC=CC=C12